C(#N)C1=CC=C(C=C1)F 2-cyano-5-fluorobenzene